(6R)-17-amino-6-hydroxy-12-[[6-(1-piperidyl)-3-pyridyl]methyl]-6,15-bis(trifluoromethyl)-19-oxa-3,4,12,18-tetrazatricyclo[12.3.1.12,5]nonadeca-1(18),2,4,14,16-pentaen-13-one NC1=CC(=C2C(N(CCCCC[C@@](C3=NN=C(C1=N2)O3)(C(F)(F)F)O)CC=3C=NC(=CC3)N3CCCCC3)=O)C(F)(F)F